{4,5-bis(benzyloxy)-4',6'-dimethoxy-[1,1'-biphenyl]-2,2'-diyl}bis(propane-2,1-diyl) diacetate C(C)(=O)OCC(C)C1=C(C=C(C(=C1)OCC1=CC=CC=C1)OCC1=CC=CC=C1)C1=C(C=C(C=C1OC)OC)C(COC(C)=O)C